2-(5-(difluoromethoxy)pyridin-2-yl)-5-methyl-1H-imidazole-4-carboxylic acid FC(OC=1C=CC(=NC1)C=1NC(=C(N1)C(=O)O)C)F